CC(COC(C)=O)(CC(C)C)C 2,2,4-trimethylpentylacetate